C(C=1C(C(=O)OCC(N=C=O)N=C=O)=CC=CC1)(=O)OCC(N=C=O)N=C=O bis(diisocyanatoethyl) phthalate